ClC1=CC(=C2C=NNC2=C1)C1(C[C@H]2C([C@H]2C1)NC(C1=CC(=C(C=C1)F)F)=O)O N-((1R,3r,5S,6r)-3-(6-chloro-1H-indazol-4-yl)-3-hydroxy-bicyclo[3.1.0]hexane-6-yl)-3,4-difluorobenzamide